CC1(NC(C=CC1)(C)C)C 1,2,3,6-tetrahydro-2,2,6,6-tetramethylpyridin